3-[3-(2H-benzotriazole-2-yl)-4-hydroxy-5-tert-butylphenyl]-propionic acid-methyl ester COC(CCC1=CC(=C(C(=C1)C(C)(C)C)O)N1N=C2C(=N1)C=CC=C2)=O